6-Chloro-3-{[1-(5-{4-[3-(dimethylamino)azetidin-1-yl]phenyl}-2,6-dimethyl-7-oxothieno[3,2-b]pyran-3-yl)ethyl]amino}pyridine-2-carboxylic acid ClC1=CC=C(C(=N1)C(=O)O)NC(C)C1=C(SC2=C1OC(=C(C2=O)C)C2=CC=C(C=C2)N2CC(C2)N(C)C)C